COC1=C(C=C(C=C1)C)N1CC2=NC=CC=C2C1=O 6-(2-methoxy-5-methylphenyl)-7H-pyrrolo[3,4-b]pyridin-5-one